ClC1=CC=C(C=C1)C1C(N(CC(N1CC1=C(C=CC=C1)C)=O)C(C)C)=O 3-(4-chlorophenyl)-1-isopropyl-4-(2-methylbenzyl)piperazine-2,5-dione